C(C)(C)N1N=CC(=C1)C1=CC(=NC=C1)N(C(=O)C1CCC(CC1)N1CCOCC1)CC12CCC(CC1)(CC2)C2=CC(=C(C=C2)OC)C 4-((4-(1-Isopropyl-1H-pyrazol-4-yl)pyridin-2-yl)((4-(4-methoxy-3-methylphenyl)bicyclo[2.2.2]octan-1-yl)methyl)carbamoyl)cyclohexyl-morpholine